BrC1=CC=C(C=N1)C(CCC(F)(F)F)S(=O)(=O)NC (6-bromopyridin-3-yl)-4,4,4-trifluoro-N-methylbutane-1-sulfonamide